(tert-Butoxycarbonyl)-L-asparaginic acid ethyl ester C(C)OC([C@@H](NC(=O)OC(C)(C)C)CC(N)=O)=O